CC1=NC=2C=3C(=CCC2C1C1=CC=CC=C1)C=CC3 2-methyl-3-phenyl-3,4-dihydro-cyclopentaindol